(3S)-4-amino-N-ethyl-7-fluoro-3-methyl-N-((5-(trifluoromethyl)-2-pyridinyl)methyl)-1,3-dihydrofuro[3,4-c]quinoline-8-carboxamide NC1=NC=2C=C(C(=CC2C2=C1[C@@H](OC2)C)C(=O)N(CC2=NC=C(C=C2)C(F)(F)F)CC)F